2-ethyl-tryptamine C(C)C1=C(CCN)C2=CC=CC=C2N1